NC1=NC(=C2N=CN(C2=N1)CC(=O)NC1=CC(=NN1CC)C)N1CCNCC1 2-(2-amino-6-(piperazin-1-yl)-9H-purin-9-yl)-N-(1-ethyl-3-methyl-1H-pyrazol-5-yl)acetamide